CN(CCCCCCCC(=O)N(CCCCCCCC)CCCCCCCC)CCCCCCCC(=O)N(CCCCCCCC)CCCCCCCC 8,8'-(Methylazanediyl)Bis(N,N-Dioctyloctanamide)